FC=1C(=C(C=CC1F)[C@H]1[C@@H](O[C@]([C@H]1C)(C(F)(F)F)C)C(=O)NC1=CC(=NC=C1)C(=O)N)OC\C(\C(C)C)=N/O 4-((2R,3S,4S,5R)-3-(3,4-difluoro-2-((Z)-2-(hydroxyimino)-3-methylbutoxy)phenyl)-4,5-dimethyl-5-(trifluoromethyl)tetrahydrofuran-2-carboxamido)picolinamide